C1(CCC1)C=1C=CC=C(C1C(=O)[O-])C(=O)[O-] TRANS-CYCLOBUTAN-PHTHALAT